NC1=C(C=C(C=N1)C1=CC=C(C=C1)C(=O)N1CCN(CC1)C)OC(C)C1=C(C(=CC=C1)F)C(F)(F)F (4-{6-amino-5-[1-(3-fluoro-2-trifluoromethyl-phenyl)-ethoxy]-pyridin-3-yl}-phenyl)-(4-methyl-piperazin-1-yl)-methanone